1-(7-fluoroimidazo[1,5-a]pyridin-3-yl)-N,N-dimethylpropan-2-amine FC1=CC=2N(C=C1)C(=NC2)CC(C)N(C)C